OCCC(OC)C1=CC=C(N=N1)NC(OC(C)(C)C)=O tert-butyl (6-(3-hydroxy-1-methoxypropyl)pyridazin-3-yl)carbamate